NC1=C2C(=NC(=C1)C(=O)OC)C(N(C2(O)C2=C(C=CC=C2)Cl)CC2=CC=C(C=C2)OC)=O methyl 4-amino-5-(2-chlorophenyl)-5-hydroxy-6-[(4-methoxyphenyl)methyl]-7-oxo-5H,6H,7H-pyrrolo[3,4-b]pyridine-2-carboxylate